P(=O)(OC(C1=C(C=C(C=C1C)C)C)=O)(OOC1=CC=CC=C1)OOC1=CC=CC=C1 2,4,6-trimethylbenzoyl diphenoxy phosphate